N1(CCC2=CC=CC=C12)S(=O)(=O)C=1C=CC(=C(C(=O)NC2=CC=C(C=C2)OC(F)(F)F)C1)OC 5-(indolin-1-ylsulfonyl)-2-methoxy-N-(4-(trifluoromethoxy)phenyl)benzamide